(3S)-3-amino-1-[4-[4-[6-chloro-4-(trifluoromethyl)-2-pyridinyl]piperazin-1-yl]sulfonylphenyl]azetidin-2-one N[C@@H]1C(N(C1)C1=CC=C(C=C1)S(=O)(=O)N1CCN(CC1)C1=NC(=CC(=C1)C(F)(F)F)Cl)=O